BrC1=CC(=CC=2NC(NC21)=O)Br 4,6-dibromo-2,3-dihydro-1H-benzo[d]imidazol-2-one